5-(3-hydroxypropyl)-1-(4-methoxybenzyl)-3-(3-oxopiperazin-1-yl)pyrazin-2(1H)-one OCCCC=1N=C(C(N(C1)CC1=CC=C(C=C1)OC)=O)N1CC(NCC1)=O